C(=O)C1=CC=C(N1)B(O)O 5-FORMYL-1H-PYRROL-2-YLBORONIC ACID